CC1S(CCC(C1)NC(=S)NC(OC(C)(C)C)=O)(=O)=O tert-Butyl N-[(2-methyl-1,1-dioxothian-4-yl)carbamothioyl]carbamate